N-[2-(benzenesulfonyloxy)phenyl]-N'-[2-(p-methoxybenzenesulfonyloxy)phenyl]urea C1(=CC=CC=C1)S(=O)(=O)OC1=C(C=CC=C1)NC(=O)NC1=C(C=CC=C1)OS(=O)(=O)C1=CC=C(C=C1)OC